4-(7H-pyrrolo[2,3-d]pyrimidin-4-yl)-3,4-dihydro-2H-1,4-thiazine-6-carboxylic acid N1=CN=C(C2=C1NC=C2)N2CCSC(=C2)C(=O)O